C1(CC1)CN1C(=CC2=CC=CC(=C12)C1CCN(CC1)C(=O)C1CC(C1)(C(F)(F)F)O)C1=NN2C(C(=CC(=C2)C=O)OC)=C1C (2-(1-(cyclopropylmethyl)-7-(1-(3-hydroxy-3-(trifluoromethyl)cyclobutane-1-carbonyl)piperidin-4-yl)-1H-indol-2-yl)-4-methoxy-3-methylpyrazolo[1,5-a]pyridin-6-yl)methanone